[N+](=O)([O-])C1=CC=C(C=C1)C=CC(C=C)=O 5-(4-nitrophenyl)-1,4-pentadien-3-one